tert-Butyl N-[2-(5-methyl-2-oxo-oxazolidin-5-yl)ethyl]carbamate CC1(CNC(O1)=O)CCNC(OC(C)(C)C)=O